N1=NN=CC=C1.[Ir] iridium triazine